(RS)-N-(2-((3,5-dichloropyridin-2-yl)oxy)propyl)-5-chloro-2-methyl-6-difluoromethylpyrimidin-4-amine ClC=1C(=NC=C(C1)Cl)O[C@@H](CNC1=NC(=NC(=C1Cl)C(F)F)C)C |r|